3,6-Octadien-1-ol C(CC=CCC=CC)O